C(C)(C)(C)N(C(O)=O)C(CCNS(=O)(=O)C1=C(C=CC=C1)[N+](=O)[O-])CC.ClC1=CC(=C(C=C1)C1=CC=C(C=C1)C1CN(C1)C(CCC1NC(NC1)=O)=O)S(=O)(=O)C 4-[3-[3-[4-(4-Chloro-2-methylsulfonyl-phenyl)phenyl]azetidin-1-yl]-3-oxopropyl]imidazolidin-2-one tert-butyl-(1-((2-nitrophenyl)sulfonamido)pentan-3-yl)carbamate